3-(5-(3-fluoro-1-((1r,3r)-3-(piperidin-4-yloxy)cyclobutyl)piperidin-4-yl)-1-hydroxy-3-oxoisoindolin-2-yl)piperidine-2,6-dione FC1CN(CCC1C=1C=C2C(N(C(C2=CC1)O)C1C(NC(CC1)=O)=O)=O)C1CC(C1)OC1CCNCC1